C(C)(C)(C)OC(C1=C(C=C(C(=C1)F)C(F)(F)F)F)=O 2,5-difluoro-4-(trifluoromethyl)benzoic acid tert-butyl ester